BrC=1C(=C(C=O)C=C(C1)C(C)(C)C)F 3-bromo-5-(tert-butyl)-2-fluorobenzaldehyde